ClC=1C(=NC=CC1C1=C(C(=CC=C1)C1=NC(=C(C=C1)CNC[C@H]1NC(CC1)=O)OC)Cl)C1=CC(=C(CN[C@@H](C)C(=O)O)C=C1)OC (4-(3-Chloro-4-(2-chloro-3-(6-methoxy-5-(((((S)-5-oxopyrrolidin-2-yl)methyl)amino)methyl)pyridin-2-yl)phenyl)pyridin-2-yl)-2-methoxybenzyl)-L-alanine